C1(CC1)N1C(=NC2=C1C=C(C=C2C2=CC=C(C=C2)N2CCN(CC2)C(C)C)C2=CC=C(C=C2)N2CCN(CC2)C(C)C)C2=CC(=C(C=C2)OC)OC 1-cyclopropyl-2-(3,4-dimethoxyphenyl)-4,6-bis(4-(4-isopropylpiperazin-1-yl)phenyl)-1H-benzo[d]imidazole